C12(CC(C1)C2)N2C(C(N(CC2)CC=2SC(=NN2)C2=CC=CC=C2)=O)=O 1-(bicyclo[1.1.1]pentan-1-yl)-4-((5-phenyl-1,3,4-thiadiazol-2-yl)methyl)piperazine-2,3-dione